C(C)(C)(C)OC(NC1=CNC2=CC=C(C=C12)CC(C)O)=O (5-(2-hydroxypropyl)-1H-indol-3-yl)carbamic acid tert-butyl ester